C(#N)CC1(CCC(CC1)NCCC(F)(F)F)N1N=C(C(=C1)C(=O)N)NC(=O)C1CC1 1-[1-(cyanomethyl)-4-(3,3,3-trifluoropropylamino)cyclohexyl]-3-(cyclopropanecarbonylamino)pyrazole-4-carboxamide